trans-2-chloro-5-(2-(4-fluoro-3,5-dimethoxyphenyl)cyclopropyl)pyrimidine ClC1=NC=C(C=N1)[C@H]1[C@@H](C1)C1=CC(=C(C(=C1)OC)F)OC